C[Si](N1CCCC1)(N1CCCC1)C dimethylbis(pyrrolidin-1-yl)silane